BrC1=C(C=C2C(=NC(=NC2=C1F)OCC12CCCN2C\C(\C1)=C/F)N1C[C@@](CCC1)(O)C)F (3R)-1-(7-bromo-6,8-difluoro-2-(((Z)-2-(fluoromethylene)tetrahydro-1H-pyrrolizin-7a(5H)-yl)methoxy)quinazolin-4-yl)-3-methylpiperidin-3-ol